FC=1C=NC(=C(C(=O)N(C)C2CCOC3=C(C=CC=C23)F)C1)OC 5-fluoro-N-(8-fluorochroman-4-yl)-2-methoxy-N-methylnicotinamide